N(N)C=1C(=CN(C(C1)=O)C1NCOC1)C(=O)O 4-hydrazino-1-(oxazolidin-4-yl)-6-oxo-1,6-dihydropyridine-3-carboxylic acid